OCC1C(C1)N1C=NC2=CC=CC(=C2C1=O)C 3-(2-(hydroxymethyl)cyclopropyl)-5-methyl-quinazolin-4(3H)-one